C1(CC1)C=1NC(=NN1)C1CC2(CN(C2)C(=O)N2CC3(C2)CC(C3)CC3=CC=C(C=C3)S(=O)(=N)C)C1 [6-(5-cyclopropyl-4H-1,2,4-triazol-3-yl)-2-azaspiro[3.3]heptan-2-yl]-[6-[[4-(methylsulfonimidoyl)phenyl]methyl]-2-azaspiro[3.3]heptan-2-yl]methanone